N2-methyl-L-homolysine CN[C@@H](CCCCCN)C(=O)O